C(CCCCCC)(=O)OCC(COC(CCCCCC)=O)COC(CCCCCBr)=O 2-(((6-bromohexanoyl)oxy)methyl)propane-1,3-diyl Diheptanoate